NC1=NC=CC2=CC=C(C=C12)C=1C=C(C2=C(C(=CO2)COC2=C(C=CC(=C2)C)CC(=O)O)C1)OC 2-(2-((5-(1-aminoisoquinolin-7-yl)-7-methoxybenzofuran-3-yl)methoxy)-4-methylphenyl)acetic acid